trisphenol triacrylate C(C=C)(=O)O.C(C=C)(=O)O.C(C=C)(=O)O.C1(=CC=CC=C1)O.C1(=CC=CC=C1)O.C1(=CC=CC=C1)O